(3R,6S)-hexahydrofuro[3,2-b]furan-3,6-diylbis(3-((3-(3,4-bis((triethylsilyl) oxy) phenyl) propyl) thio) propanoate) O1C2C([C@@H](C1)C(C(=O)[O-])CSCCCC1=CC(=C(C=C1)O[Si](CC)(CC)CC)O[Si](CC)(CC)CC)OC[C@@H]2C(C(=O)[O-])CSCCCC2=CC(=C(C=C2)O[Si](CC)(CC)CC)O[Si](CC)(CC)CC